(2S)-N-{4-[3-(2-Chloroanilino)-4-oxo-4,5,6,7-tetrahydro-1H-pyrrolo[3,2-c]pyridin-2-yl]pyridin-2-yl}-2-(4-fluorophenyl)propanamid ClC1=C(NC2=C(NC3=C2C(NCC3)=O)C3=CC(=NC=C3)NC([C@@H](C)C3=CC=C(C=C3)F)=O)C=CC=C1